ClC1=NC=C(C(=N1)O[C@@H]1[C@@H](CCC1)O)C1CC1 cis-2-((2-chloro-5-cyclopropylpyrimidin-4-yl)oxy)cyclopentan-1-ol